C(C)(C)(C)C1=NN(C(=C1)NC(=O)NC1=C(C=C(C=C1)OC1=CC=NC=2NC(C=NC21)=O)SC)C2=CC(=CC=C2)OC 1-(3-(tert-butyl)-1-(3-methoxyphenyl)-1H-pyrazol-5-yl)-3-(2-(methylthio)-4-((3-keto-3,4-dihydropyrido[2,3-b]pyrazin-8-yl)oxy)phenyl)urea